tert-butyl 3-(5-{[2-(2,6-dioxopiperidin-3-yl)-1-oxo-3H-isoindol-5-yl]carbamoyl}pyrrolo[2,3-b]pyridin-1-yl)azetidine-1-carboxylate O=C1NC(CCC1N1C(C2=CC=C(C=C2C1)NC(=O)C=1C=C2C(=NC1)N(C=C2)C2CN(C2)C(=O)OC(C)(C)C)=O)=O